ClC1=C2N(C(C(=C1)NC1=NC=NC=C1)=O)C(NC2=O)(CC(F)(F)F)C 8-chloro-3-methyl-6-(pyrimidin-4-ylamino)-3-(2,2,2-trifluoroethyl)-2H-imidazo[1,5-a]pyridine-1,5-dione